1-(3-fluoro-2-nitro-phenyl)-1,2,4-triazole FC=1C(=C(C=CC1)N1N=CN=C1)[N+](=O)[O-]